FC1(C(CN(CC1)C1=C(C(=O)O)C=CC(=N1)C)C)F 2-(4,4-difluoro-3-methylpiperidin-1-yl)-6-methylnicotinic acid